5-[3-[[(3S)-3-fluoropyrrolidin-1-yl]methyl]azetidin-1-yl]-N-(8-methoxy-2-methyl-imidazo[1,2-a]pyrazin-6-yl)pyrazine-2-carboxamide tert-Butyl-3-formylazetidine-1-carboxylate C(C)(C)(C)OC(=O)N1CC(C1)C=O.F[C@@H]1CN(CC1)CC1CN(C1)C=1N=CC(=NC1)C(=O)NC=1N=C(C=2N(C1)C=C(N2)C)OC